9,9'-(6-chloro-1,3,5-triazine-2,4-diyl)bis(3,6-di-tert-butyl-9H-carbazole) ClC1=NC(=NC(=N1)N1C2=CC=C(C=C2C=2C=C(C=CC12)C(C)(C)C)C(C)(C)C)N1C2=CC=C(C=C2C=2C=C(C=CC12)C(C)(C)C)C(C)(C)C